OC1C(CC12CCN(CC2)C(C(C)N2N=CN=C2)=O)C2N1C(C=3C=CC=CC23)=CN=C1 1-[3-hydroxy-2-(5H-imidazo[1,5-b]isoindol-5-yl)-7-azaspiro[3.5]nonan-7-yl]-2-(1,2,4-triazol-1-yl)propan-1-one